Cl.FC=1C=C(C=C(C1)F)NN (3,5-difluorophenyl)hydrazine hydrochloride